C(C)OCCN1C=NC=2C1=NC(=CC2)C(=O)O 3-(2-ethoxyethyl)-3H-imidazo[4,5-b]pyridine-5-carboxylic acid